N-[4-(benzenesulfonyloxy)phenyl]-N'-[4-(p-methoxybenzenesulfonyloxy)phenyl]urea C1(=CC=CC=C1)S(=O)(=O)OC1=CC=C(C=C1)NC(=O)NC1=CC=C(C=C1)OS(=O)(=O)C1=CC=C(C=C1)OC